C1(=CC=CC=C1)S(=O)(=O)OC1=C(C=CC=2CC3N(CC12)CCC=1C=C(C=CC13)C)OC 10-Methoxy-3-methyl-5,6,7,8,13,13a-hexahydroisoquinolino[2,1-b]isoquinolin-9-yl benzenesulfonate